3-(3-(difluoromethoxy)phenyl)-1-(5-fluoropyridin-2-yl)-N-((1R,2R)-2-morpholinocyclopentyl)-4,5,6,7-tetrahydro-1H-indazole-6-carboxamide FC(OC=1C=C(C=CC1)C1=NN(C=2CC(CCC12)C(=O)N[C@H]1[C@@H](CCC1)N1CCOCC1)C1=NC=C(C=C1)F)F